4-amino-3,5-dichloro-6-fluoro-pyridin NC1=C(C=NC(=C1Cl)F)Cl